N-isopropyl-2,6-dimethoxy-4-[7-(1-methylpyrazol-4-yl)imidazo[1,2-a]pyridin-3-yl]benzamide C(C)(C)NC(C1=C(C=C(C=C1OC)C1=CN=C2N1C=CC(=C2)C=2C=NN(C2)C)OC)=O